C(C)(=O)C=1C=C(N2C=CC(=CC12)C=1C=NC(=NC1)C)CC(=O)N1[C@@H](C[C@H](C1)F)C(=O)NC1=NC(=CC=C1)Br (2S,4R)-1-(2-(1-acetyl-7-(2-methylpyrimidin-5-yl)indolizin-3-yl)acetyl)-N-(6-bromopyridin-2-yl)-4-fluoropyrrolidine-2-carboxamide